propyl-(3-hydroxypropyl)dimethylammonium Tert-butyl-2-chloro-4-(3-hydroxy-3-methylpiperidin-1-yl)-8-oxo-5,8-dihydropyrido[3,4-d]pyrimidine-7(6H)-carboxylate C(C)(C)(C)OC(=O)N1C(C=2N=C(N=C(C2CC1)N1CC(CCC1)(C)O)Cl)=O.C(CC)[N+](C)(C)CCCO